2-(3-fluoropyridin-2-yl)-2-methylpropionaldehyde FC=1C(=NC=CC1)C(C=O)(C)C